4-[(2-ethylphenyl)methyl]-N-{[4-(furan-2-yl)phenyl]methyl}-6-methyl-1-(2-methylpropanoyl)piperazine-2-carboxamide C(C)C1=C(C=CC=C1)CN1CC(N(C(C1)C)C(C(C)C)=O)C(=O)NCC1=CC=C(C=C1)C=1OC=CC1